C(#N)C1=CC(=C(COC=2C=CC=3OCC4N(C3N2)CCN(C4)C(=O)OC(C)(C)C)C=C1)F tert-butyl 2-((4-cyano-2-fluorobenzyl) oxy)-6a,7,9,10-tetrahydropyrazino[1,2-d]pyrido[3,2-b][1,4]oxazine-8(6H)-carboxylate